7-(1-(2-Hydroxy-2-methylpropyl)-1H-pyrazol-4-yl)-1-isopropyl-3-methyl-8-(thieno[3,2-c]pyridin-2-yl)-3,6-dihydroimidazo[4,5-d]pyrrolo[2,3-b]pyridin-2(1H)-on OC(CN1N=CC(=C1)C1=C(C=2C(=NC=C3C2N(C(N3C)=O)C(C)C)N1)C1=CC=3C=NC=CC3S1)(C)C